The molecule is a tetrapeptide composed of L-glutamine, two L-leucine units and L-proline joined in sequence by peptide linkages. It has a role as a metabolite. It derives from a L-glutamine, a L-leucine and a L-proline. CC(C)C[C@@H](C(=O)N[C@@H](CC(C)C)C(=O)N1CCC[C@H]1C(=O)O)NC(=O)[C@H](CCC(=O)N)N